C1(=CC=CC=C1)[C@H]([C@H]1CNC2=C(N1)N=CC=C2)NCCC=2C=C(C=C(C2)OC(F)(F)F)CC(=O)O 2-(3-(2-(((R)-phenyl((R)-1,2,3,4-tetrahydropyrido[2,3-b]pyrazin-3-yl)methyl)amino)ethyl)-5-(trifluoromethoxy)phenyl)acetic acid